ClC=1C(=NC(=CC1)OC)C(=O)N1C2CN(CCC1CC2)CC2=C(N=C1N2C=CC=N1)C1=CC=C(C=C1)C(C)C (3-chloro-6-methoxypyridin-2-yl)[3-{[2-(4-isopropylphenyl)imidazo[1,2-a]pyrimidin-3-yl]methyl}-3,9-diazabicyclo[4.2.1]non-9-yl]methanone